(6-bromoisochroman-8-yl)(phenyl)methan BrC=1C=C2CCOCC2=C(C1)CC1=CC=CC=C1